BrC1=C(C)C=C(C=C1C(C)(C)C)C(C)(C)C 2-bromo-3,5-di-tert-butyltoluene